tert-pentyl 3-methylbut-3-enoate CC(CC(=O)OC(C)(C)CC)=C